2-[9-(benzyloxy)-9-oxononyl]dodecyl 1-methylpiperidine-4-carboxylate CN1CCC(CC1)C(=O)OCC(CCCCCCCCCC)CCCCCCCCC(=O)OCC1=CC=CC=C1